rac-4-chloro-1-(((5S,7S,8R)-8-fluoro-7-methyl-2-oxo-1-oxa-3-azaspiro[4.5]decan-7-yl)methyl)-1H-benzo[d]imidazole-6-carbonitrile ClC1=CC(=CC=2N(C=NC21)C[C@@]2(C[C@]1(CNC(O1)=O)CC[C@H]2F)C)C#N |r|